phosphate di-sodium salt [Na+].[Na+].P(=O)([O-])([O-])O